(6-(4-(((S)-4-(2-(6,6-dimethyl-4,5,6,7-tetrahydro-1H-indazol-3-yl)-1H-indole-6-carbonyl)-3-methylpiperazin-1-yl)methyl)piperidin-1-yl)pyridin-3-yl)piperidine-2,6-dione CC1(CCC=2C(=NNC2C1)C=1NC2=CC(=CC=C2C1)C(=O)N1[C@H](CN(CC1)CC1CCN(CC1)C1=CC=C(C=N1)N1C(CCCC1=O)=O)C)C